5-(4-chlorophenyl)-4-methyl-2-(pyrrolidin-2-yl)-1H-imidazole ClC1=CC=C(C=C1)C1=C(N=C(N1)C1NCCC1)C